C(C)N(CC)B(I)N(CC)CC bis(diethylamino)iodoborane